BrC1=C2C(=C(C=3CN(CC13)CCCCCCCC)CCCCCCCC)CN(C2)CCCCCCCC 4-bromo-2,6,8-trioctyl-1,2,3,5,6,7-hexahydropyrrolo[3,4-f]isoindole